methyl 6-((2-ethyl-4'-(1,1,1,3,3,3-hexafluoro-2-hydroxypropan-2-yl)-[1,1'-biphenyl]-4-yl)methyl)-2,6-diazaspiro[3.3]heptane-2-carboxylate C(C)C1=C(C=CC(=C1)CN1CC2(CN(C2)C(=O)OC)C1)C1=CC=C(C=C1)C(C(F)(F)F)(C(F)(F)F)O